bis(tetrapropyl-λ5-bismuthanylsulfanyl)(tripropyl)-λ5-bismuthane C(CC)[Bi](S[Bi](CCC)(CCC)(CCC)S[Bi](CCC)(CCC)(CCC)CCC)(CCC)(CCC)CCC